FC=1C=C(C=CC1F)C1C(C1)NC=1C2=C(N=C(N1)SCCC)N(N=N2)C2C(C(C(C2)OCCO)O)O 3-(7-((2-(3,4-difluorophenyl)cyclopropyl)amino)-5-(propylthio)-3H-1,2,3-triazolo[4,5-d]pyrimidin-3-yl)-5-(2-hydroxyethoxy)cyclopentane-1,2-diol